N-(6-(3-fluoro-2-methylphenyl)-5-(trifluoromethyl)pyridin-2-yl)-6-(3-hydroxy-3-methylazetidin-1-yl)pyridine-2-sulfonamide FC=1C(=C(C=CC1)C1=C(C=CC(=N1)NS(=O)(=O)C1=NC(=CC=C1)N1CC(C1)(C)O)C(F)(F)F)C